C(CCC)NC(=O)N1C(N(C2=NC(=CC=C21)C=2C=NC=NC2)C)=O N-butyl-3-methyl-2-oxo-5-(pyrimidin-5-yl)-2,3-dihydro-1H-imidazo[4,5-b]pyridine-1-carboxamide